NC1=C2N=C(N(C2=NC(=N1)F)CCCNC(C(C)C)=O)CC1=CC2=C(CCO2)C=C1I N-{3-[6-Amino-2-fluoro-8-(5-iodo-2,3-dihydro-benzofuran-6-ylmethyl)-purin-9-yl]-propyl}-isobutyramide